[In]=S.[Ag] silver indium Sulfide